C(C)(C)(C)OC(=O)N1CC(C1)N1CCC(CC1)C=1N=C2N(C=C(C(=C2F)C(C)(C)O)NC(C2=NC(=CC=C2)C2C(C2)(F)F)=O)C1 3-(4-(6-(6-(2,2-difluorocyclopropyl)picolinamido)-8-fluoro-7-(2-hydroxypropan-2-yl)imidazo(1,2-a)pyridin-2-yl)piperidin-1-yl)azetidine-1-carboxylic acid tert-butyl ester